Tritridecanoic acid iron(III) salt [Fe+3].C(CCCCCCCCCCCC)(=O)[O-].C(CCCCCCCCCCCC)(=O)[O-].C(CCCCCCCCCCCC)(=O)[O-]